2'-(azidomethyl)-4,4'-dimethoxy-[1,1'-biphenyl]-2-carboxylate N(=[N+]=[N-])CC1=C(C=CC(=C1)OC)C=1C(=CC(=CC1)OC)C(=O)[O-]